NC1=NC=C(C2=C1C(=NN2C(C)C)C2=CC(=C(C=C2F)NS(=O)(=O)C2=CC=C(C=C2)Cl)F)C2CCC(CC2)NCCOC N-(4-(4-amino-1-isopropyl-7-((1r,4r)-4-((2-methoxyethyl)amino)cyclohexyl)-1H-pyrazolo[4,3-c]pyridin-3-yl)-2,5-difluorophenyl)-4-chlorobenzenesulfonamide